C1(CC1)C=1N=CC2=CC3=C(C(=C2C1)S(NC1C(C1)(C)C)(=O)=O)CC(C3)C(=O)NC=3C=NC=CC3 3-cyclopropyl-5-[(2,2-dimethylcyclopropyl)sulfamoyl]-N-pyridin-3-yl-7,8-dihydro-6H-cyclopenta[g]isoquinoline-7-carboxamide